CN1C([C@H](CCCC1)NC(=O)C1=CC2=C(N3C(S2)=NC(=C3)C3=CC=C(C=C3)C(NC)=O)C=C1)=O (S)-N-(1-methyl-2-oxoazepan-3-yl)-2-(4-(methylcarbamoyl)phenyl)benzo[d]imidazo[2,1-b]thiazole-7-carboxamide